CC(=NCCCC[C@@H](C(=O)O)NC(=O)OCC1C2=CC=CC=C2C3=CC=CC=C13)C4=C(CC(CC4=O)(C)C)O n-alpha-(9-fluorenylmethoxycarbonyl)-N-epsilon-[1-(4,4-dimethyl-2,6-dioxocyclohexylidene)ethyl]-L-lysine